C1(CC1)C1=NN(C=C1C1=NC(=C(C=C1)F)N(C)C)[C@@H]1C[C@H](C1)CNC=1C=C2CN(C(C2=CC1)=O)C1C(NC(CC1)=O)=O 3-(5-(((trans-3-(3-cyclopropyl-4-(6-(dimethylamino)-5-fluoropyridin-2-yl)-1H-pyrazol-1-yl)cyclobutyl)methyl)amino)-1-oxoisoindolin-2-yl)piperidine-2,6-dione